2,4-bis(4-(trifluoromethyl)benzyl)-1,2,4-triazine-3,5(2H,4H)-dione FC(C1=CC=C(CN2N=CC(N(C2=O)CC2=CC=C(C=C2)C(F)(F)F)=O)C=C1)(F)F